4-(4-methoxy-3-methylphenyl)-2-butanone COC1=C(C=C(C=C1)CCC(C)=O)C